tert-Butyl 1-((2S,3S)-1-methyl-5-oxo-2-(pyridin-3-yl)pyrrolidin-3-yl)-1,11,15-trioxo-5,8,19-trioxa-2,12,16-triazahenicosan-21-oate CN1[C@@H]([C@H](CC1=O)C(NCCOCCOCCC(NCCC(NCCOCC(=O)OC(C)(C)C)=O)=O)=O)C=1C=NC=CC1